[O].[V].[Sn] stannum-vanadium oxygen